BrC1=CC(=CC=C1)C1CCCC1 1-bromo-3-cyclopentylbenzene